2-(6-chloroisoquinolin-3-yl)acetic acid ClC=1C=C2C=C(N=CC2=CC1)CC(=O)O